C(C)C1=NC(=CC(=C1)C1=CC=CC=C1)C1=C(C=CC=C1)C 2-ethyl-4-phenyl-6-(o-tolyl)pyridine